(2S,4R)-tert-butyl 2-((4-bromobenzyl) carbamoyl)-4-hydroxypyrrolidine-1-carboxylate BrC1=CC=C(CNC(=O)[C@H]2N(C[C@@H](C2)O)C(=O)OC(C)(C)C)C=C1